S1C(=CC=C1)C=1N=NN(C1)C(=O)C(CCC[C@H](N)C(=O)O)N 6-(4-(thiophen-2-yl)-1H-1,2,3-triazole-1-carbonyl)-L-lysine